5-hydroxy-1H-benzo[d]imidazol-2(3H)-one OC1=CC2=C(NC(N2)=O)C=C1